1-(5-(4-amino-1-cyclopropyl-1H-pyrazolo[3,4-d]pyrimidin-3-yl)pyridin-2-yl)-3-(3-(1-(trifluoromethyl)cyclopropyl)isoxazol-5-yl)urea NC1=C2C(=NC=N1)N(N=C2C=2C=CC(=NC2)NC(=O)NC2=CC(=NO2)C2(CC2)C(F)(F)F)C2CC2